ClC1=CC(=C(C=C1)C1N(CCNC1)C1=CC=C(C(=O)NC2=NC=CC=C2)C=C1)C1=C(C=CC(=C1)[N+](=O)[O-])F 4-[2-(4-chloro-2-(5-nitro-2-fluorophenyl)phenyl)-1-piperazinyl]-N-(2-pyridyl)benzamide